FC(CN1N=CC2=CC=C(C=C12)COC1=CC=CC(=N1)C1CCN(CC1)CC1=NC2=C(N1C[C@H]1OCC1)C=C(C=C2)C(=O)O)F (S)-2-((4-(6-((1-(2,2-difluoroethyl)-1H-indazol-6-yl)methoxy)pyridin-2-yl)piperidine-1-yl)methyl)-1-(oxetan-2-ylmethyl)-1H-benzo[d]imidazole-6-carboxylic acid